C(C)N(CCCOC1=CC=C2C=C(C(OC2=C1)=NO)C(C)=O)CC 7-(3-diethylaminopropoxy)-3-acetylcoumarin oxime